4-Nitrobenzoic acid (4S)-5-(5H-imidazo[5,1-a]isoindol-5-yl)-4,5,6,7-tetrahydrobenzo[d]thiazol-4-yl ester C=1N=CN2C1C1=CC=CC=C1C2C2CCC1=C(N=CS1)[C@H]2OC(C2=CC=C(C=C2)[N+](=O)[O-])=O